COC1=C(C=CC(=C1)OC)C1=CNC2=CC=C(C=C12)C(=O)N[C@@H]1C(N(C2=C(OC1)C=CC=C2)C)=O (S)-3-(2,4-dimethoxyphenyl)-N-(5-methyl-4-oxo-2,3,4,5-tetrahydrobenzo[b][1,4]oxazepin-3-yl)-1H-indole-5-carboxamide